BrC1=CC(=C2NC(C=3N(C2=C1C(F)F)C(=NN3)C)(C)C)F 8-bromo-9-(difluoromethyl)-6-fluoro-1,4,4-trimethyl-4,5-dihydro-[1,2,4]triazolo[4,3-a]quinoxaline